N-(5-Methyl-4,5,6,7-tetrahydrothiazolo[5,4-c]pyridin-2-yl)-2-(((7-(pyridin-4-yl)-2,3-dihydrofuro[3,2-c]pyridin-4-yl)amino)methyl)isonicotinamid CN1CC2=C(CC1)N=C(S2)NC(C2=CC(=NC=C2)CNC2=NC=C(C1=C2CCO1)C1=CC=NC=C1)=O